N,N-diisopropyl-3-(2-(4-(methylsulfonyl)phenyl)furo[3,2-b]pyridin-7-yl)benzamide C(C)(C)N(C(C1=CC(=CC=C1)C1=C2C(=NC=C1)C=C(O2)C2=CC=C(C=C2)S(=O)(=O)C)=O)C(C)C